3-(5-(((R)-3-(4-amino-3-(4-phenoxyphenyl)-1H-pyrazolo[3,4-d]pyrimidin-1-yl)piperidin-1-yl)methyl)-7-fluoro-1-oxoisoindolin-2-yl)piperidine-2,6-dione NC1=C2C(=NC=N1)N(N=C2C2=CC=C(C=C2)OC2=CC=CC=C2)[C@H]2CN(CCC2)CC=2C=C1CN(C(C1=C(C2)F)=O)C2C(NC(CC2)=O)=O